1-benzylnicotinamide C(C1=CC=CC=C1)N1CC(C(=O)N)=CC=C1